di-tert-butyl 4-(4-((tert-butyldimethylsilyl)oxy)-2-methylbutan-2-yl)-5-((di-tert-butoxyphosphoryl)oxy)isophthalate [Si](C)(C)(C(C)(C)C)OCCC(C)(C)C1=C(C=C(C(=O)OC(C)(C)C)C=C1OP(=O)(OC(C)(C)C)OC(C)(C)C)C(=O)OC(C)(C)C